C(C)C1S(C(S1(=O)=O)CC)(=O)=O 2,4-diethyl-1,3-dithietane-1,1,3,3-tetraoxide